3-(1,3,4-Oxadiazol-2-yl)bicyclo[1.1.1]pentan-1-amine O1C(=NN=C1)C12CC(C1)(C2)N